FC=1C(=CC2=C([C@@H](N(C(O2)=O)CC2=C(C(=CC=C2)NS(NC)(=O)=O)F)C)C1)OC=1OC=CN1 (S)-6-fluoro-3-({2-fluoro-3-[(methylsulfamoyl)amino]phenyl}methyl)-4-methyl-7-(1,3-oxazol-2-yloxy)-3,4-dihydro-2H-1,3-benzoxazin-2-one